C(C1=CC=CC=C1)OC=1C(=C(C=CC1F)B(O)O)F [3-(Benzyloxy)-2,4-difluorophenyl]boronic acid